C(C)(=O)O.C(C)(=O)O.C(C)(=O)O.C(C=CCCCCC)=N octenimine triacetate